(S)-benzyl 7-fluoro-5-oxa-2-azaspiro[3.5]nonane-2-carboxylate F[C@@H]1COC2(CN(C2)C(=O)OCC2=CC=CC=C2)CC1